rac-4,4-difluoro-5-methyl-2-phenyl-piperidine FC1(CC(NCC1C)C1=CC=CC=C1)F